C[C@H]1N([C@@H](CC1)C)CC1=C2C(=NC(=C1)C=1C=C3CN(C(C3=CC1)=O)C1C(NC(CC1)=O)=O)N(C=C2)C 3-(5-(4-(((2R,5R)-2,5-dimethylpyrrolidin-1-yl)methyl)-1-methyl-1H-pyrrolo[2,3-b]pyridin-6-yl)-1-oxoisoindolin-2-yl)piperidine-2,6-dione